C1(CC1)C1=NN(C=C1C1=NC2=CC=CC=C2N=C1)CCC(=O)NCC=1C=C2C(N(C(C2=CC1)=O)C1C(NC(CC1)=O)=O)=O 3-(3-Cyclopropyl-4-(quinoxalin-2-yl)-1H-pyrazol-1-yl)-N-((2-(2,6-dioxopiperidin-3-yl)-1,3-dioxoisoindolin-5-yl)methyl)propanamide